C(C)(C)(C)C1=CC=C(C=C1)CC(=O)Cl 4-tert-butylphenylacetyl chloride